1-(heptadecan-9-yl) 17-(3-methylnonyl) 9-oxoheptadecanedioate O=C(CCCCCCCC(=O)OC(CCCCCCCC)CCCCCCCC)CCCCCCCC(=O)OCCC(CCCCCC)C